CS(=O)(=O)OC1=C(C(=CC=C1)C)C 1-methylsulfonyloxy-2,3-dimethylbenzene